C(N)(=O)C=1C=C(C(=C(OCCCN(C(OC(C)(C)C)=O)C)C1)[N+](=O)[O-])C=1C=NC(=NC1)C1=CC(=NN1CC)C tert-butyl (3-(5-carbamoyl-3-(2-(1-ethyl-3-methyl-1H-pyrazol-5-yl)pyrimidin-5-yl)-2-nitrophenoxy)propyl)(methyl)carbamate